COC(C1CCN(CC1)C1=CC=C(C=C1)[C@@H]1C2=CC=C(C=C2CC[C@]12CCCC1=CC=CC=C21)O)OC (1R,1'S)-1'-(4-(4-(dimethoxymethyl)piperidin-1-yl)phenyl)-3,3',4,4'-tetrahydro-1'H,2H-1,2'-spirobi[naphthalen]-6'-ol